C(C)(C)(C)OC(=O)N(CC(=O)OCC)CCOC1CCNCC1 ethyl N-(tert-butoxycarbonyl)-N-(2-(piperidin-4-yloxy)ethyl)glycinate